(S)-1-cyclopropyl-3-(5-(2-(1-cyclopropylethyl)-7-(difluoromethoxy)-1-oxoisoindolin-5-yl)-4-methylthiazol-2-yl)urea C1(CC1)NC(=O)NC=1SC(=C(N1)C)C=1C=C2CN(C(C2=C(C1)OC(F)F)=O)[C@@H](C)C1CC1